CC1(COB(OC1)C1=C(N[C@H](C)C=2C=C(C=C3C(C(=C(OC23)N2CCC(CC2)(C)C)C)=O)C)C=CC(=C1)C)C 8-[(1R)-1-[2-(5,5-dimethyl-1,3,2-dioxaborinan-2-yl)-4-methyl-anilino]ethyl]-2-(4,4-dimethyl-1-piperidyl)-3,6-dimethyl-chromen-4-one